Cl.NC[C@]1(C(NC(N1)=O)=O)C1=CC=NN1CC(F)(F)F |r| rac-5-(aminomethyl)-5-[1-(2,2,2-trifluoroethyl)-1H-pyrazol-5-yl]imidazolidine-2,4-dione hydrochloride